5'-O-(4,4'-dimethoxytrityl)-2'-O-methyluridine CO[C@@H]1[C@@H]([C@H](O[C@H]1N2C=CC(=O)NC2=O)COC(C3=CC=CC=C3)(C4=CC=C(C=C4)OC)C5=CC=C(C=C5)OC)O